p-cresyl isobutyrate CC1=CC=C(C=C1)OC(=O)C(C)C